2-(2-dicyclohexylphosphanylphenyl)-N1,N1,N3,N3-tetramethyl-benzene-1,3-diamine CN(C)C1=C(C(=CC=C1)N(C)C)C2=CC=CC=C2P(C3CCCCC3)C4CCCCC4